methyl 2,2,3-trifluoro-3-oxopropanoate FC(C(=O)OC)(C(=O)F)F